[Br-].C(=C)N1C=NC=C1.C(=C)N1C=NC=C1 bis-(1-vinyl-imidazole) bromide